5-[(3-fluorophenyl)sulfanyl]pyrimidine-4-carboxylic acid FC=1C=C(C=CC1)SC=1C(=NC=NC1)C(=O)O